methyl (1S,4S)-4-(7-(3,4-dimethoxyphenyl)pyrazolo[1,5-a]pyrimidine-2-carboxamido)cyclohexane-1-carboxylate COC=1C=C(C=CC1OC)C1=CC=NC=2N1N=C(C2)C(=O)NC2CCC(CC2)C(=O)OC